3-(4-(bromo-methyl)phenyl)-1-(2-((tert-butyldiphenylsilyl)oxy)ethyl)pyridin-2(1H)-one BrCC1=CC=C(C=C1)C=1C(N(C=CC1)CCO[Si](C1=CC=CC=C1)(C1=CC=CC=C1)C(C)(C)C)=O